(1S,4r)-N1,N1-dibenzyl-N4-((S)-1,1,1-trifluoropropan-2-yl)cyclohexane-1,4-diamine C(C1=CC=CC=C1)N(C1CCC(CC1)N[C@H](C(F)(F)F)C)CC1=CC=CC=C1